ClCCNCCCl N,N-bis(2-chloroethyl)amine